2,4,6-tris(heptafluoropropyl)-1,3,5-triazine FC(C(C1=NC(=NC(=N1)C(C(C(F)(F)F)(F)F)(F)F)C(C(C(F)(F)F)(F)F)(F)F)(F)F)(C(F)(F)F)F